CN(C1[NH+](C=CC(N1C)C#N)C)C 2-dimethylamino-4-cyano-1,3-dimethyl-1,4-dihydropyrimidinium